[Au].ClC1SCCC1 chloro(tetrahydrothiophene) gold